COC(C1=CC=CC=C1)(C1=CC=CC=C1)OC benzophenone dimethyl ketal